S1C=NC2=C1C=CC(=C2)CN(C(=O)[C@H]2N(CCC2)S(=O)(=O)C2=CC(=C(C=C2)C)F)C2CCC(CC2)(F)F (S)-1-(3-Fluoro-4-methyl-benzenesulfonyl)-pyrrolidine-2-carboxylic acid benzothiazol-5-ylmethyl-(4,4-difluoro-cyclohexyl)-amide